CC(=O)N[C@@H]1[C@H]([C@H]([C@H](O[C@@H]1O)CO[C@H]2[C@@H]([C@H]([C@@H]([C@H](O2)CO)O[C@H]3[C@@H]([C@H]([C@H]([C@H](O3)CO)O)O)O)O)O)O)O The molecule is an amino trisaccharide consisting of beta-lactose and 2-acetamido-2-deoxy-alpha-D-galactopyranose joined by a (1->6) glycosidic bond. It is an amino trisaccharide and a member of acetamides. It derives from a beta-lactose.